C(CCCCCCCCCCCCCCCCCCCCCCCCCCCCCCCCCCCCCC)(=O)OCCCCCCCCCCCCCCC pentadecyl nonatriacontanoate